4-methylcyclohexenone CC1C=CC(CC1)=O